N,N'-hexamethylenebis(ricinoleylamide) C(CCCCCCC\C=C/C[C@H](O)CCCCCC)[N-]CCCCCC[N-]CCCCCCCC\C=C/C[C@H](O)CCCCCC